O=C([C@H](O)[C@@H](O)[C@H](O)[C@H](O)CO)O.O=C([C@H](O)[C@@H](O)[C@H](O)[C@H](O)CO)O.O=C([C@H](O)[C@@H](O)[C@H](O)[C@H](O)CO)O.O=C([C@H](O)[C@@H](O)[C@H](O)[C@H](O)CO)O digluconic acid (digluconate)